FC1=C(C(=CC=C1)OC)C1=CC(=NC=C1C(=O)NC=1SC(=NN1)C(F)F)C 4-(2-Fluoro-6-methoxyphenyl)-6-methyl-N-(5-(difluoromethyl)-1,3,4-thiadiazol-2-yl)nicotinamide